C(CCCCCCC)[Sb](Cl)Cl octylantimony chloride